ClC1=CC(=NC=N1)C=O (6-CHLOROPYRIMIDIN-4-YL)METHANONE